8-methoxy-1-(thiophen-2-yl)-5,6-dihydroimidazo[5,1-a]isoquinolin-9-ol COC=1C=C2CCN3C(C2=CC1O)=C(N=C3)C=3SC=CC3